(R)-4-((1-(3-(difluoromethyl)-2-fluorophenyl)ethyl)amino)-6-(1-(fluoromethyl)cyclopropyl)-2-Methyl-8-(4-(2,2,2-trifluoroethyl)piperazin-1-yl)pyrido[4,3-d]pyrimidin-7(6H)-one FC(C=1C(=C(C=CC1)[C@@H](C)NC=1C=2C(N=C(N1)C)=C(C(N(C2)C2(CC2)CF)=O)N2CCN(CC2)CC(F)(F)F)F)F